FC(OC1=C(C=CC=C1)NS(=O)(=O)C1=CC=C(C=C1)NC(NCC=1C=NC=CC1)=O)F 3-(4-{[2-(difluoromethoxy)phenyl]sulfamoyl}phenyl)-1-(pyridin-3-ylmethyl)urea